N-[2-(3,3-difluoropyrrolidin-1-yl)-4-(2-fluoro-4-hydroxy-phenyl)-3-pyridyl]-2-isopropyl-pyrimidine-5-carboxamide FC1(CN(CC1)C1=NC=CC(=C1NC(=O)C=1C=NC(=NC1)C(C)C)C1=C(C=C(C=C1)O)F)F